C(C=C)(=O)NC(CS(=O)(=O)[O-])(C)C.C(C=C)(=O)NC(CS(=O)(=O)O)(C)C.[Na+] sodium 2-acrylamido-2-methylpropanesulfonate (2-acrylamido-2-methylpropanesulfonate)